O1CCC2=C1C=C(C=C2)CC21N(C(CC1C2)C(=O)N)S(=O)(=N)C2=CC=C(C=C2)C ((2,3-dihydrobenzofuran-6-yl)methyl)-2-(4-methylphenylsulfonimidoyl)-2-azabicyclo[3.1.0]hexane-3-carboxamide